(R)-4-(3-(3-aminopiperidine-1-carbonyl)-1-(2-fluoro-4-(piperidin-1-yl)phenyl)-1H-pyrazol-5-yl)-2-fluorobenzonitrile N[C@H]1CN(CCC1)C(=O)C1=NN(C(=C1)C1=CC(=C(C#N)C=C1)F)C1=C(C=C(C=C1)N1CCCCC1)F